N-Methyl-N-(1-((6-(1-methyl-1H-pyrazol-4-yl)pyrazolo[1,5-a]pyrazin-4-yl)oxy)bicyclo[4.1.0]heptan-3-yl)but-2-ynamide CN(C(C#CC)=O)C1CC2(CC2CC1)OC=1C=2N(C=C(N1)C=1C=NN(C1)C)N=CC2